bis(hydroxymethyl)(methoxy)silane OC[SiH](OC)CO